(S)-N-(1-aminopropan-2-yl)-2-(4-(methylcarbamoyl)phenyl)benzo[d]imidazo[2,1-b]thiazole-7-carboxamide NC[C@H](C)NC(=O)C1=CC2=C(N3C(S2)=NC(=C3)C3=CC=C(C=C3)C(NC)=O)C=C1